(+/-)-trans-1-tert-butyl 3-methyl 4-(4-bromophenyl)pyrrolidine-1,3-dicarboxylate BrC1=CC=C(C=C1)[C@H]1[C@@H](CN(C1)C(=O)OC(C)(C)C)C(=O)OC |r|